CN(C=1SC2=C(N=NC(=C2)C2=C(C=C(C=C2)C=2C=NNC2)O)N1)[C@@H]1CN(CCC1)C 2-(6-{methyl-[(3S)-1-methylpiperidin-3-yl]amino}[1,3]thiazolo[4,5-c]pyridazin-3-yl)-5-(1H-pyrazol-4-yl)phenol